N-(2-chloro-4-fluoro-3-iodophenyl)-2-methyl-N-((2-(trimethylsilyl)ethoxy)methyl)propane-1-sulfonamide ClC1=C(C=CC(=C1I)F)N(S(=O)(=O)CC(C)C)COCC[Si](C)(C)C